4-nitrophenyl (trans-(1RS,2RS)-2-(pyridin-2-yldisulfanyl)cyclopentyl) carbonate C(OC1=CC=C(C=C1)[N+](=O)[O-])(O[C@H]1[C@@H](CCC1)SSC1=NC=CC=C1)=O |r|